{1-[1-(4-ethylthiazol-2-yl)-2-(4-nitrophenyl)ethylcarbamoyl]-2-phenylethyl}carbamic acid tert-butyl ester C(C)(C)(C)OC(NC(CC1=CC=CC=C1)C(NC(CC1=CC=C(C=C1)[N+](=O)[O-])C=1SC=C(N1)CC)=O)=O